[Si](C)(C)(C(C)(C)C)OCCCOC1=NN(C(=C1[N+](=O)[O-])C)C1C[C@H](O[C@H](C1)C)C 3-(3-((tert-butyldimethylsilyl)oxy)propoxy)-1-((2r,4r,6s)-2,6-dimethyltetrahydro-2H-pyran-4-yl)-5-methyl-4-nitro-1H-pyrazole